ClC1=C(C=C(C(=N1)N)I)F 6-chloro-5-fluoro-3-iodo-pyridin-2-amine